(3S)-3-[(1R)-1-[4-[(2-cyclopropyl-6-methyl-4-pyridinyl)oxymethyl]phenyl]ethyl]-3-methyl-pyrrolidine-2,5-dione hydrochloride Cl.C1(CC1)C1=NC(=CC(=C1)OCC1=CC=C(C=C1)[C@@H](C)[C@]1(C(NC(C1)=O)=O)C)C